O1C=C(C=C1)C(CCC(C)C)=O 1-(3-furanyl)-4-methyl-1-pentanone